ClC=1C=C2C(=CN1)N(C(=C2)C=2C(=NC(=NC2OC)C)OC)C 5-[5-chloro-1-methylpyrrolo[2,3-c]pyridin-2-yl]-4,6-dimethoxy-2-methylpyrimidine